FC(C=1C=C2CCC(C2=CC1)N)(F)F 2,3-dihydro-5-(trifluoromethyl)-1H-inden-1-amine